ClC=1C=C(CNC2=C3N=CN(C3=NC(=N2)C=2C=NC=C(C2)Cl)[C@H]2[C@@H]([C@@H]([C@H](O2)C(=O)NC([2H])([2H])[2H])O)O)C=CC1 (2S,3S,4R,5R)-5-(6-((3-chlorobenzyl)amino)-2-(5-chloropyridin-3-yl)-9H-purin-9-yl)-3,4-dihydroxyl-N-(methyl-d3)tetrahydrofuran-2-carboxamide